FC1([C@H](C1)C(=O)NC1=NC=C2C=C(C(=NC2=C1)C(=O)N(C)C)C=1C=NC(=CC1C)[C@H](CC)O)F 7-((R)-2,2-difluorocyclopropane-1-carboxamido)-3-(6-((S)-1-hydroxypropyl)-4-methylpyridin-3-yl)-N,N-dimethyl-1,6-naphthyridine-2-carboxamide